C(#C)[C@H]1CN(CCC1)C1=CC(=C(C=C1)[N+](=O)[O-])OC (S)-3-ethynyl-1-(3-methoxy-4-nitrophenyl)piperidine